O\C(\C=C\C=C/C=CC(=O)O)=C/C=C\CCCCCCCCC 8-hydroxy-5Z,8Z,11Z,14Z,16E-eicosapentaenoic acid